FC1=C(C=CC=C1)[C@@H]1CCC=2N1N=C(N2)C(=O)O (S)-5-(2-fluorophenyl)-6,7-dihydro-5H-pyrrolo[1,2-b][1,2,4]triazole-2-carboxylic acid